COCC=1SC=C(N1)C(=O)O 2-(methoxymethyl)-1,3-thiazole-4-carboxylic acid